tert-butyl 3-(4-((2-fluoro-5-((trimethylsilyl)ethynyl)pyridin-3-yl)amino)quinazolin-6-yl)piperidine-1-carboxylate FC1=NC=C(C=C1NC1=NC=NC2=CC=C(C=C12)C1CN(CCC1)C(=O)OC(C)(C)C)C#C[Si](C)(C)C